5-{(3R)-1-[cyclopropyl(1H-imidazol-2-yl)methyl]-5',6'-dihydrospiro[pyrrolidine-3,4'-pyrrolo[1,2-b]pyrazol]-2'-yl}-3-(difluoromethoxy)pyridin-2-amine C1(CC1)C(N1C[C@]2(CCN3N=C(C=C32)C=3C=C(C(=NC3)N)OC(F)F)CC1)C=1NC=CN1